(S)-benzyl 2-hydroxy-3-phenylpropionate O[C@H](C(=O)OCC1=CC=CC=C1)CC1=CC=CC=C1